FC(C(=O)O)(F)F.FC=1C=C2C(=C(NC2=C(C1)F)C1=CC=C(C=C1)F)C1CC(C1)C(=O)N 3-[5,7-difluoro-2-(4-fluorophenyl)-1H-indol-3-yl]Cyclobutanecarboxamide (trifluoroacetate)